C(C)[C@@H]1CCC2=NN=C(N21)C2=CC=CC(=N2)N2CC=1C(=NC(=CC1C2=O)N2[C@@H](CCC2)C)CNC 2-{6-[(5R)-5-ethyl-6,7-dihydro-5H-pyrrolo[2,1-c][1,2,4]triazol-3-yl]pyridin-2-yl}-4-[(methyl-amino)methyl]-6-[(2R)-2-methylpyrrolidin-1-yl]-2,3-dihydro-1H-pyrrolo[3,4-c]pyridin-1-one